1-(1-(5-methoxypyridin-3-yl)-1H-pyrazol-4-yl)ethan-1-one COC=1C=C(C=NC1)N1N=CC(=C1)C(C)=O